1-(tert-butyl) 2,4-dimethyl (2S,4R)-4-((2-bromo-6-methylpyridin-3-yl)oxy)pyrrolidine-1,2,4-tricarboxylate BrC1=NC(=CC=C1O[C@@]1(C[C@H](N(C1)C(=O)OC(C)(C)C)C(=O)OC)C(=O)OC)C